C(C)(C)(C)OC(=O)N1C[C@H](C[C@@H]1C(=O)OC)NC(CCOCCOCC[N+](C)(C)C)=O.FC(C(=O)[O-])(F)F 2,2,2-trifluoroacetic acid, 2-(2-(3-(((3S,5R)-1-(tert-butoxycarbonyl)-5-(methoxycarbonyl)pyrrolidin-3-yl)amino)-3-oxopropoxy)ethoxy)-N,N,N-trimethylethan-1-aminium salt